N-(2-morpholinylpyridin-4-yl)-7-fluoroquinazolin-4-amine N1(CCOCC1)C1=NC=CC(=C1)NC1=NC=NC2=CC(=CC=C12)F